N(=[N+]=[N-])CCOCCOCCOCCNC1(C(CCCC1)=O)C1=C(C=CC=C1)Cl 2-((2-(2-(2-(2-azidoethoxy)ethoxy)ethoxy)ethyl)amino)-2-(2-chlorophenyl)cyclohexan-1-one